5-((2-chloropyrimidin-4-yl)oxy)-2-methyl-1H-indole ClC1=NC=CC(=N1)OC=1C=C2C=C(NC2=CC1)C